CC1=NC(=CC=C1S(=O)(=O)N1CC2(C1)CN(C2)CC2=CC=NC=C2)C(F)(F)F 2-((2-methyl-6-(trifluoromethyl)pyridin-3-yl)sulfonyl)-6-(pyridin-4-ylmethyl)-2,6-diazaspiro[3.3]heptane